2-[2-(2-bromoethoxy)-4-methyl-phenyl]-8-chloro-chromen-4-one BrCCOC1=C(C=CC(=C1)C)C=1OC2=C(C=CC=C2C(C1)=O)Cl